N-(2-fluoro-2-methyl-propyl)-N-methyl-acetamide FC(CN(C(C)=O)C)(C)C